FC(C1=C(C=CC=C1S(=O)(=O)C1=CC(=CC=C1)OC)N1CCNCC1)F (2-(difluoromethyl)-3-((3-methoxyphenyl)sulfonyl)phenyl)piperazine